2-amino-6-(2,2-difluoroethyl)-4H,5H,6H,7H,8H-pyrazolo[1,5-d][1,4]diazepin-7-one NC1=NN2CC(N(CCC2=C1)CC(F)F)=O